[3-({4'-fluoro-1',2'-dihydrospiro[cyclopentane-1,3'-indol]-1'-yl}carbonyl)phenyl]urea FC1=C2C3(CN(C2=CC=C1)C(=O)C=1C=C(C=CC1)NC(=O)N)CCCC3